trans-methyl 2-(2-(5,6,7,8-tetrahydro-1,8-naphthyridin-2-yl)vinyl)cyclopropane-1-carboxylate N1=C(C=CC=2CCCNC12)C=C[C@H]1[C@@H](C1)C(=O)OC